glycerol monooleate lactate C(C(O)C)(=O)OC(COC(CCCCCCC\C=C/CCCCCCCC)=O)CO